NC=1C=2N(C3=CC(=C(C=C3N1)F)C(=O)N1[C@@H]3[C@H](CCC1)OC1=C3C=CC(=C1F)F)C=NC2 |r| Rac-(4-amino-7-fluoroimidazo[1,5-a]quinoxalin-8-yl)((4aS,9bS)-6,7-difluoro-3,4,4a,9b-tetrahydrobenzofuro[3,2-b]pyridin-1(2H)-yl)methanone